methyl (1s,3s)-1-methyl-5,7-dioxoindolizine-3-carboxylate CC1=C[C@H](N2C(CC(C=C12)=O)=O)C(=O)OC